3-Oxobut-1-en-2-yl 2,2-diphenylacetate C1(=CC=CC=C1)C(C(=O)OC(=C)C(C)=O)C1=CC=CC=C1